N-(oxotrityl)-adipamide O=C1C(C(C2=CC=CC=C2)(C2=CC=CC=C2)NC(CCCCC(=O)N)=O)C=CC=C1